[Co].IC=1C=C(C(=NC1C=1OC=C(N1)C1=CC=CC2=CC=CC=C12)C=1OC=C(N1)C1=CC=CC2=CC=CC=C12)I.[Co] cobalt diiodo[2,6-bis[4-(S)-naphthyl-2-oxazolyl]pyridine] cobalt